CC1=NN2C(C=CC=C2)=C1NC(OC(C)(C)C)=O tert-butyl (2-methylpyrazolo[1,5-a]pyridin-3-yl)carbamate